C(#N)CC1CCC(CC1)N1C(=NC=2C1=C1C(=NC2)NC=C1)CO\N=C(\CC1CC1)/N (Z)-N'-((1-((1r,4r)-4-(cyanomethyl)cyclohexyl)-1,6-dihydroimidazo[4,5-d]pyrrolo[2,3-b]pyridin-2-yl)methoxy)-2-cyclopropylacetamidine